1-phenyl-3,4-bis-trifluoromethyl-1H-pyrazole-5-carbonitrile C1(=CC=CC=C1)N1N=C(C(=C1C#N)C(F)(F)F)C(F)(F)F